tert-Butyl 6-(2,6-dimethylphenyl)-2,2,14-trioxo-spiro[9-oxa-2λ6-thia-3,5,13,20-tetrazatricyclo[13.3.1.14,8]icosa-1(19),4(20),5,7,15,17-hexaene-11,4'-piperidine]-1'-carboxylate CC1=C(C(=CC=C1)C)C1=NC=2NS(C=3C=CC=C(C(NCC4(CCN(CC4)C(=O)OC(C)(C)C)COC(=C1)N2)=O)C3)(=O)=O